3-(4-(4-(6-(8-(benzo[d]thiazol-2-ylcarbamoyl)-3,4-dihydroisoquinolin-2(1H)-yl)-2-(tert-butoxycarbonyl)pyridin-3-yl)-3-methylphenoxy)phenyl)propanoic acid S1C(=NC2=C1C=CC=C2)NC(=O)C=2C=CC=C1CCN(CC21)C2=CC=C(C(=N2)C(=O)OC(C)(C)C)C2=C(C=C(OC1=CC=C(C=C1)CCC(=O)O)C=C2)C